CC([O-])C.CC([O-])C.CC([O-])C.CC([O-])C.[Ti+4] titanium(IV) tetra-iso-propoxide